FC(OC1=CC=C(C=C1)S(=O)C1=CC=C(C=C1)OC(F)(F)F)(F)F bis[4-(trifluoromethoxy) phenyl] sulfoxide